C1(=CC=CC=C1)C=1C(C2=CC=CC=C2C1)[Gd]C1C(=CC2=CC=CC=C12)C1=CC=CC=C1 bis(2-phenyl-indenyl)gadolinium